tert-butyl (1R,5R,6S)-5-(4-(3-fluorophenyl)-1H-1,2,3-triazol-1-yl)-7-oxa-3-azabicyclo[4.1.0]heptane-3-carboxylate FC=1C=C(C=CC1)C=1N=NN(C1)[C@@H]1CN(C[C@H]2O[C@@H]12)C(=O)OC(C)(C)C